octylbenzenesulfonic acid, sodium salt [Na+].C(CCCCCCC)C1=C(C=CC=C1)S(=O)(=O)[O-]